2-(METHYLSULFONYL)PYRIDINE-5-BORONIC ACID CS(=O)(=O)C1=NC=C(C=C1)B(O)O